FC(C(=O)OCC)(C1=C(C=CC=C1)O)F ethyl 2,2-difluoro-2-(2-hydroxyphenyl)acetate